4-(6-methyl-7-oxo-6,7-dihydro-1H-pyrrolo[2,3-c]Pyridin-4-yl)phenylcarbamic acid tert-butyl ester C(C)(C)(C)OC(NC1=CC=C(C=C1)C=1C2=C(C(N(C1)C)=O)NC=C2)=O